Cl.Cl.C1(=CC=C(C=C1)O)O benzene-1,4-diol dihydrochloride